ClC=1C=C(C=C(C1)Cl)CC=C 3-(3,5-dichlorophenyl)-1-propene